CC1=C(OC=2CCC3=CN(N=C3C21)CC2=C(C=CC=C2)C)C(=O)NC[C@@H]2N(CCC2)C(=O)OC(C)(C)C |r| tert-butyl (2RS)-2-[({[8-methyl-2-(2-methylbenzyl)-4,5-dihydro-2H-furo[2,3-g]indazol-7-yl]carbonyl}amino)methyl]pyrrolidine-1-carboxylate